DODECAN CCCCCCCCCCCC